C(#N)C=1C=C(CNC2=NC=CC=C2)C=CC1 N-(3-cyanobenzyl)pyridin-2-amine